N(=NCC)CC azodiethane